BrC1=C(C=CC(=C1F)Cl)C(C)=O 1-(2-bromo-4-chloro-3-fluorophenyl)ethanone